5-(5-(3,4-difluoro-5-(piperazin-1-yl)phenyl)-1H-pyrrolo[2,3-b]pyridin-3-yl)-2-methyl-2H-indazole FC=1C=C(C=C(C1F)N1CCNCC1)C=1C=C2C(=NC1)NC=C2C2=CC1=CN(N=C1C=C2)C